3-(4-(5-chloro-1H-indazol-6-yl)piperazin-1-yl)-2-methyloxetane-3-carbonitrile ClC=1C=C2C=NNC2=CC1N1CCN(CC1)C1(C(OC1)C)C#N